5-chloro-2-methoxy-N-[(3S)-3-methyl-5-oxo-2,3,4,5-tetrahydropyrido[3,2-f][1,4]oxazepin-7-yl]benzenesulfonamide methylnaphthalenesulfonate sodium [Na].COS(=O)(=O)C1=CC=CC2=CC=CC=C12.ClC=1C=CC(=C(C1)S(=O)(=O)NC1=CC=2C(N[C@H](COC2N=C1)C)=O)OC